allyl carbonate C(OCC=C)([O-])=O